NC1=NC=C(C2=C1C(=NN2[C@@H]2CNCC2)C#CC=2C=CC1=CN(N=C1C2)CC)C(C)=O (S)-1-(4-amino-3-((2-ethyl-2H-indazol-6-yl)ethynyl)-1-(pyrrolidin-3-yl)-1H-pyrazolo[4,3-c]pyridin-7-yl)ethanone